(2-chlorophenyl)dibenzo[b,d]thiophene ClC1=C(C=CC=C1)C1=CC=CC=2SC3=C(C21)C=CC=C3